tert-butyl (2R,5S)-4-[7-(4-cyano-2-pyridinyl)spiro[6H-pyrrolo[2,3-d]pyrimidine-5,1'-cyclopropane]-4-yl]-2,5-dimethylpiperazine-1-carboxylate C(#N)C1=CC(=NC=C1)N1CC2(CC2)C2=C1N=CN=C2N2C[C@H](N(C[C@@H]2C)C(=O)OC(C)(C)C)C